COC(C1=C(C(=CC(=C1)F)CNC1CNC(C1)=O)Cl)=O 2-chloro-5-fluoro-3-[[(5-oxopyrrolidin-3-yl)amino]methyl]benzoic acid methyl ester